3-(2,3-dichloroanilino)-2-{3-[(oxetan-2-yl)methoxy]pyridin-4-yl}-1,5,6,7-tetrahydro-4H-pyrrolo[3,2-c]pyridin-4-one ClC1=C(NC2=C(NC3=C2C(NCC3)=O)C3=C(C=NC=C3)OCC3OCC3)C=CC=C1Cl